[Si](C)(C)(C(C)(C)C)O[C@@H](CS(=O)(=O)NC1CC(C1)N(C=1C2=C(N=CN1)N(C=C2)S(=O)(=O)C2=CC=C(C)C=C2)C)C (R)-2-((tert-Butyldimethylsilyl)oxy)-N-((1s,3S)-3-(methyl(7-tosyl-7H-pyrrolo[2,3-d]pyrimidin-4-yl)amino)cyclobutyl)propane-1-sulfonamide